C1(CC1)N1N=CC(=C1)C=1C=C(C=CC1)N(C(=O)[C@@H]1CC[C@H](CC1)NC(CS(=O)(=O)C)=O)C[C@@H]1CC[C@H](CC1)C1=CC(=C(C=C1)OC)C trans-N-(3-(1-Cyclopropyl-1H-pyrazol-4-yl)phenyl)-N-((trans-4-(4-methoxy-3-methylphenyl)cyclohexyl)methyl)-4-(2-(methylsulfonyl)acetamido)cyclohexanecarboxamide